C(C1=CC=CC=C1)O[C@H]1[C@H]([C@@H](O[C@]1(C)COCC1=CC=CC=C1)N1C(N=C(C(=C1)F)NC(C1=CC=CC=C1)=O)=O)O N-(1-((2R,3R,4S,5R)-4-(benzyloxy)-5-((benzyloxy)methyl)-3-hydroxy-5-methyltetrahydrofuran-2-yl)-5-fluoro-2-oxo-1,2-dihydropyrimidin-4-yl)benzamide